ClC1=CC(=C(C=C1)N1C(NC(=CC1=O)C(F)(F)F)=O)F 3-(4-Chloro-2-fluorophenyl)-6-(trifluoromethyl)pyrimidine-2,4(1H,3H)-dione